C(N)(O[C@H]1C[C@H](CC1)OC(N)=O)=O (1R,3S)-cyclopentane-1,3-diyl biscarbamate